(S)-8-fluoro-7-(7-fluoro-8-((triisopropylsilyl)ethynyl)naphthalen-1-yl)-2-((1-methylpyrrolidine-2-yl)methoxy)pyrido[4,3-d]pyrimidin-4-ol FC1=C(N=CC2=C1N=C(N=C2O)OC[C@H]2N(CCC2)C)C2=CC=CC1=CC=C(C(=C21)C#C[Si](C(C)C)(C(C)C)C(C)C)F